C1(=CC=CC2=CC=CC=C12)NCCN (1-Naphthyl)ethylenediamine